3,5-dibromo-o-hydroxybenzoic acid BrC=1C(=C(C(=O)O)C=C(C1)Br)O